3-(2-methoxy-4-pyridyl)-6-(trifluoromethyl)pyrazin-2-amine COC1=NC=CC(=C1)C=1C(=NC(=CN1)C(F)(F)F)N